C1(=CC=CC=C1)N1N=CC=C1NC(=O)C1N(CCC1)C(C(NC(C(C)NC)=O)C1CCCCC1)=O 1-[2-Cyclohexyl-2-(2-methylamino-propionylamino)-acetyl]-pyrrolidine-2-carboxylic acid (2-phenyl-2H-pyrazol-3-yl)-amide